(5-chloro-1-(3,5-dimethoxypyridin-4-yl)-2-(6-ethoxypyridin-2-yl)-1H-imidazo[4,5-b]pyrazin-6-yl)methanesulfonamide ClC=1N=C2C(=NC1CS(=O)(=O)N)N(C(=N2)C2=NC(=CC=C2)OCC)C2=C(C=NC=C2OC)OC